N[C@@H]1[C@@H](OCC12CCN(CC2)C=2NC(C1=C(N2)NN=C1C1(CC1)C1=CC(=C(C=C1)F)OC)=O)C 6-((3S,4S)-4-amino-3-methyl-2-oxa-8-azaspiro[4.5]decan-8-yl)-3-(1-(4-fluoro-3-methoxyphenyl)cyclopropyl)-1,5-dihydro-4H-pyrazolo[3,4-d]pyrimidin-4-one